NC1=C(C=CC(=C1)F)N1CC(N(CC1)C(=O)OC(C)(C)C)C t-Butyl 4-(2-amino-4-fluorophenyl)-2-methylpiperazine-1-carboxylate